(6-chloro-1,1-dioxo-3,4-dihydro-2H-benzo[e][1,2]thiazin-2-yl)-3-(6-fluoro-2,3-dimethylphenyl)butanoic acid ClC=1C=CC2=C(CCN(S2(=O)=O)C(C(=O)O)C(C)C2=C(C(=CC=C2F)C)C)C1